C1(CCC1)NC(=O)NC=1C=NN2C1N=C(C=C2NC)NC2=CC(=CC=1OCCOC12)F 1-cyclobutyl-3-(5-((7-fluoro-2,3-dihydrobenzo[b][1,4]dioxin-5-yl)amino)-7-(methylamino)pyrazolo[1,5-a]pyrimidin-3-yl)urea